dimethyl-(1-acetyl-1H-indole-3-carboxamide) isophthalate C(C1=CC(C(=O)O)=CC=C1)(=O)O.CC1=C2C(=C(N(C2=CC=C1)C(C)=O)C)C(=O)N